C(CCCCCCCCCCC)C(C(C(=O)O)(OC(CCCN(C)C)=O)CCCCCCCCCCCC)(C(=O)O)O.C(CCCCCCCCCCCCCCCCCCC)NC(=N)N eicosyl-guanidine didodecyl-2-((4-(dimethylamino)butanoyl)oxy)-3-hydroxysuccinate